COC1=C(C=NC=C1)N(C1CCN(CC1)C1=CC=C(C#N)C=C1)C1=CC=C(C=C1)S(=O)(=O)C 4-(4-((4-Methoxypyridin-3-yl)(4-(methylsulfonyl)phenyl)amino)piperidin-1-yl)benzonitrile